(R)-4-(3-(benzyloxy)-4-(difluoromethoxy)phenyl)-2,5-dihydro-1H-pyrrole-2-carboxylic acid methyl ester hydrochloride Cl.COC(=O)[C@@H]1NCC(=C1)C1=CC(=C(C=C1)OC(F)F)OCC1=CC=CC=C1